(R)-[1-(2-hydroxycarbamoyl-1-naphthalen-2-ylmethyl-ethyl)-1H-[1,2,3]triazol-4-ylmethyl]-carbamic acid tert-butyl ester C(C)(C)(C)OC(NCC=1N=NN(C1)[C@@H](CC(NO)=O)CC1=CC2=CC=CC=C2C=C1)=O